2,3-dihydro-5H-benzo[e][1,4]oxathiepine-8-carboxylic acid 1,1-dioxide S1(CCOCC2=C1C=C(C=C2)C(=O)O)(=O)=O